1-(4-bromo-5-ethyl-1-methyl-1H-pyrazol-3-yl)-3-(3-fluoroazetidin-1-yl)propan-1-ol BrC=1C(=NN(C1CC)C)C(CCN1CC(C1)F)O